N1=C(C=CC=C1C=1C2=C(SC1C1=CC(=CC(=C1[O-])C13CC4(CC(CC(C1)C4)(C3)C)C)F)C=CC=C2)C=2C3=C(SC2C2=CC(=CC(=C2[O-])C24CC1(CC(CC(C2)C1)(C4)C)C)F)C=CC=C3 6,6'-(pyridine-2,6-diylbis(benzo[b]thiophene-3,2-diyl))bis(2-(3,5-dimethyladamantan-1-yl)-4-fluorophenolate)